1-(2-methoxyethyl)-1-methylpyrrolidinium triflate [O-]S(=O)(=O)C(F)(F)F.COCC[N+]1(CCCC1)C